1-(4-(bromomethyl)thiophen-2-yl)ethan-1-one BrCC=1C=C(SC1)C(C)=O